3-((3,5-difluoro-4-((2-(trifluoromethyl)pyridin-4-yl)oxy)benzyl)oxy)-7-fluoro-7,8-dihydro-1H,6H,9H-7,8a-methanopyrrolo[1',2':3,4]imidazo[1,2-c]pyrimidine-1-one FC=1C=C(COC=2C=C3N(C(N2)=O)CC24N3CC(C2)(C4)F)C=C(C1OC1=CC(=NC=C1)C(F)(F)F)F